FC1(CCN(CC1)C=1C(=NC2=CC(=CC(=C2N1)[C@@H](C)N)F)C)F (R)-1-(3-(4,4-difluoropiperidin-1-yl)-7-fluoro-2-methylquinoxalin-5-yl)ethan-1-amine